4-Bromo-1-[2-bromo-4-[1,2,2,2-tetrafluoro-1-(trifluoromethyl)ethyl]-6-(trifluoromethyl)phenyl]-1H-pyrazole BrC=1C=NN(C1)C1=C(C=C(C=C1C(F)(F)F)C(C(F)(F)F)(C(F)(F)F)F)Br